C(C)(=O)O[C@H]1/C=C/[C@@H]([C@H](OC(C[C@H](CC[C@]1(C)O)O)=O)\C(\C)=C\C=C\C(CCC1=NC=CC=C1)C)C [(2S,3S,4E,6S,7S,10S)-7,10-dihydroxy-3,7-dimethyl-2-[(2E,4E)-6-methyl-8-pyridin-2-ylocta-2,4-dien-2-yl]-12-oxo-1-oxacyclododec-4-en-6-yl] acetate